CC1=C(OC=2C(N(C=CC2C=2C3=C(C(N(C2)C)=O)NC(=C3)C(=O)O)C)=O)C(=CC=C1)C 4-(3-(2,6-dimethylphenoxy)-1-methyl-2-oxo-1,2-dihydropyridin-4-yl)-6-methyl-7-oxo-6,7-dihydro-1H-pyrrolo[2,3-c]pyridine-2-carboxylic acid